P(=O)(O)(O)O[C@@H]1[C@H](O)[C@@H](O)[C@@H](O)[C@H](O1)CO α-Galactose 1-phosphate